5-(propoxyethoxy)carbonylamino-3-(1-ethylpiperidin-4-yl)-1H-indole C(CC)OCCOC(=O)NC=1C=C2C(=CNC2=CC1)C1CCN(CC1)CC